(S)-1-((S)-1-(3-Chloro-5-fluoro-2-(hydroxymethyl)phenyl)ethyl)-3,4-dimethylpiperazine-2,5-dione ClC=1C(=C(C=C(C1)F)[C@H](C)N1C([C@@H](N(C(C1)=O)C)C)=O)CO